5-Fluoro-N4,6-dimethyl-N2-[7-(3-pyrrolidin-1-ylpropoxy)benzofuran-5-yl]pyrimidine-2,4-diamine FC=1C(=NC(=NC1C)NC=1C=C(C2=C(C=CO2)C1)OCCCN1CCCC1)NC